N-benzyl-2-methoxy-5-[4-(morpholin-4-yl)quinazolin-6-yl]benzene-1-sulfonamide C(C1=CC=CC=C1)NS(=O)(=O)C1=C(C=CC(=C1)C=1C=C2C(=NC=NC2=CC1)N1CCOCC1)OC